5-methylthio-1-(4-vinylbenzyl)-1H-1,2,4-triazole CSC1=NC=NN1CC1=CC=C(C=C1)C=C